C(C1=CC=CC=C1)OC1=CC=CC(=N1)C1=CCC(CC1)OCC1N(CCCC1OCOCC)C(=O)OC(C)(C)C tert-butyl 2-[({4-[6-(benzyloxy)pyridin-2-yl]cyclohex-3-en-1-yl}oxy)methyl]-3-(ethoxymethoxy)piperidine-1-carboxylate